tritolyloxyuridine C1(=C(C=CC=C1)O[C@@]1([C@]([C@@](O[C@@H]1CO)(N1C(=O)NC(=O)C=C1)OC1=C(C=CC=C1)C)(O)OC1=C(C=CC=C1)C)O)C